trans-4-(1-{cyclohexyl-[(4-methoxycarbonyl-cyclohexylmethyl)-carbamoyl]-methyl}-1H-benzimidazol-2-yl)-benzoic acid methyl ester hydrochloride Cl.COC(C1=CC=C(C=C1)C1=NC2=C(N1C(C(NC[C@@H]1CC[C@H](CC1)C(=O)OC)=O)C1CCCCC1)C=CC=C2)=O